C(C1=CC=CC=C1)(=O)N1C=2C3=C(N(C=C3CCC1)[C@H]1[C@H](O[Si](C)(C)C(C)(C)C)[C@H](OC3OCCCC3)[C@H](O1)COC1OCCCC1)N=CN2 6-benzoyl-2-{2-O-[tert-butyl-(dimethyl)silyl]-3,5-bis-O-(tetrahydropyran-2-yl)-beta-D-ribofuranosyl}-6,7,8,9-tetrahydro-2H-2,3,5,6-tetraazabenzo[cd]azulene